OCC1=CC(=C2N=C(C(NC2=C1)=O)C)C1=CC=C(C=C1)OC 7-(hydroxymethyl)-5-(4-methoxyphenyl)-3-methylquinoxalin-2(1H)-one